C(C)(C)N1N=C(N=C1C1[C@H]2CC(C[C@@H]12)N1[C@@H](COCC1)C)C1CCC(CC1)C(F)(F)F (R)-4-((1R,3S,5S,6R)-6-(1-isopropyl-3-((1s,4S)-4-(trifluoromethyl)cyclohexyl)-1H-1,2,4-triazol-5-yl)bicyclo[3.1.0]hexane-3-yl)-3-methylmorpholine